C(C)(C)(C)N1C=C(C=2C1=NC(=CC2)C(=O)N2C(CN(CC2)C2=NC=C(C(=O)N)C=C2)(C)C)C2=CC(=C(C=C2)Cl)F 6-(4-(1-(tert-butyl)-3-(4-chloro-3-fluorophenyl)-1H-pyrrolo[2,3-b]pyridine-6-carbonyl)-3,3-dimethylpiperazin-1-yl)nicotinamide